C1(CCC1)N1N=CC(=C1)OB(O)O (1-cyclobutyl-1H-pyrazol-4-yl)boric acid